C1(=CC=CC=C1)C1(C(C2(C(C(C1([2H])[2H])([2H])[2H])(C1(C(C(C(C3(N(C4(C(C(C(C2(C4=C13)[2H])([2H])[2H])([2H])[2H])([2H])[2H])[2H])[2H])[2H])([2H])[2H])([2H])[2H])([2H])[2H])[2H])[2H])[2H])([2H])[2H])[2H] 9-phenyl-4H-naphtho[1,2,3,4-def]carbazol-d26